C(CCC)OC(CCC(C)(OOC(C)(C)C)OOC(C)(C)C)=O n-butyl-4,4-bis(t-Butylperoxy)valerate